(S)-1-(4-amino-8-(5-((2-amino-3-chloropyridin-4-yl)thio)pyrazin-2-yl)-2,8-diazaspiro[4.5]decan-2-yl)prop-2-en-1-one Bismuth-tin-antimony [Sb].[Sn].[Bi].N[C@@H]1CN(CC12CCN(CC2)C2=NC=C(N=C2)SC2=C(C(=NC=C2)N)Cl)C(C=C)=O